COC1=C(C=C(C(=C1)N1CCOCC1)[N+](=O)[O-])NC(=N)N (2-methoxy-4-morpholinyl-5-nitrophenyl)guanidine